N-(6-amino-5-ethylpyridin-3-yl)-2-((2S,5R)-5-methyl-4-neopentyl-2-phenylpiperazin-1-yl)-2-oxoacetamide NC1=C(C=C(C=N1)NC(C(=O)N1[C@H](CN([C@@H](C1)C)CC(C)(C)C)C1=CC=CC=C1)=O)CC